4-{6-[8-Cyclopentyl-6-(1-ethoxy-vinyl)-5-methyl-7-oxo-7,8-dihydro-pyrido[2,3-d]pyrimidin-2-ylamino]-pyridin-3-yl}-[1,4]diazepane-1-carboxylic acid tert-butyl ester C(C)(C)(C)OC(=O)N1CCN(CCC1)C=1C=NC(=CC1)NC=1N=CC2=C(N1)N(C(C(=C2C)C(=C)OCC)=O)C2CCCC2